COC=1C=NC=2CCC[C@@H](C2C1)N1C(C2=CC(=CC(=C2CC1)C=1C(=NN(C1)C)C(F)(F)F)CN1C(=NC=C1)C)=O (S)-2-(3-methoxy-5,6,7,8-tetrahydroquinolin-5-yl)-7-((2-methyl-1H-imidazol-1-yl)methyl)-5-(1-methyl-3-(trifluoromethyl)-1H-pyrazol-4-yl)-3,4-dihydroisoquinolin-1(2H)-one